(R)-6-(cyclopropylmethoxy)-N-(1-hydroxy-4-methylpentan-2-yl)-5-(pyrrolidin-1-yl)picolinamide C1(CC1)COC1=C(C=CC(=N1)C(=O)N[C@@H](CO)CC(C)C)N1CCCC1